methyl-2-(3-chloro-5-(1-(quinolin-5-yl)-5-(trifluoromethyl)-1H-pyrazole-4-carboxamido) pyridin-2-yl)-2H-1,2,3-triazole-4-carboxylate COC(=O)C1=NN(N=C1)C1=NC=C(C=C1Cl)NC(=O)C=1C=NN(C1C(F)(F)F)C1=C2C=CC=NC2=CC=C1